(2R)-N-((R)-(3-chloro-2,4-difluorophenyl)(trans-1,1-difluorospiro[2.3]hexan-5-yl)methyl)-2-methyl-3-oxopiperazine-1-carboxamide ClC=1C(=C(C=CC1F)[C@H](NC(=O)N1[C@@H](C(NCC1)=O)C)C1CC2(CC2(F)F)C1)F